ethylthio 3,4,6-tri-O-benzyl-2-naphthylmethyl-α-D-mannopyranoside C(C1=CC=CC=C1)O[C@@H]1[C@@H]([C@@](OSCC)(O[C@@H]([C@H]1OCC1=CC=CC=C1)COCC1=CC=CC=C1)CC1=CC2=CC=CC=C2C=C1)O